(E)-N-(2-(2,4-Dihydroxy-6-methylbenzoyl)isoindolin-4-yl)-4-(dimethylamino)-N-methylbut-2-enamide OC1=C(C(=O)N2CC3=CC=CC(=C3C2)N(C(\C=C\CN(C)C)=O)C)C(=CC(=C1)O)C